(3,5-dibromophenyl)dimethylbenzene (E)-11-hexadecen-1-yl-acetate C(CCCCCCCCC\C=C\CCCC)CC(=O)O.BrC=1C=C(C=C(C1)Br)C=1C(=C(C=CC1)C)C